2,2-bis[3-amino-4-carboxyphenyl]propane NC=1C=C(C=CC1C(=O)O)C(C)(C)C1=CC(=C(C=C1)C(=O)O)N